C12(CCC(CC1)CC2)COC2=CC=C(C=C2)[C@H](C(C)(C)C)NC(OC(C)(C)C)=O tert-butyl (S)-(1-(4-(bicyclo[2.2.2]octan-1-ylmethoxy)phenyl)-2,2-dimethylpropyl)carbamate